O=C1CCC(CC1)C(=O)OC Methyl 4-oxocyclohexylformate